1-[7-(2,8-Dimethylimidazo[1,2-b]pyridazin-6-yl)-5-fluorocinnolin-3-yl]-N,N-dimethylpyrrolidin-3-amine CC=1N=C2N(N=C(C=C2C)C2=CC(=C3C=C(N=NC3=C2)N2CC(CC2)N(C)C)F)C1